1,2-bis(difluoromethoxy)-1,1,2,2-tetrafluoroethane FC(OC(C(F)(F)OC(F)F)(F)F)F